ClC=1C=NC(=NC1)N1CCC(=CC1)C=1N=C(C2=C(N1)CC[S@]2=O)NC2(CCC2)CO |r| (R/S)-2-(1-(5-chloropyrimidin-2-yl)-1,2,3,6-tetrahydropyridin-4-yl)-4-((1-(hydroxymethyl)cyclobutyl)amino)-6,7-dihydrothieno[3,2-d]pyrimidine 5-oxide